C(C)(C)(C)[Si](OCCC=C(CCCCCCCCC)CCCCCCCCC)(C)C t-butyldimethyl-[(4-nonyl-3-tridecen-1-yl)oxy]silane